(12aR)-7-hydroxy-12-[(S)-(3,4-difluorophenyl)(2-methylsulfanylphenyl)methyl]-3,4,12,12a-tetrahydro-1H-[1,4]oxazino[3,4-c]pyrido[2,1-f][1,2,4]triazine-6,8-dione OC=1C(C=CN2N([C@H]3N(C(C21)=O)CCOC3)[C@H](C3=C(C=CC=C3)SC)C3=CC(=C(C=C3)F)F)=O